COC(C=1C(O)=CC(O)=CC1C)=O methylorsellinate